(12AR)-10-chloro-9-(2-chloro-6-hydroxyphenyl)-8-(difluoromethoxy)-3,4,12,12a-tetrahydro-6H-pyrazino[2,1-c][1,4]benzoxazepine-2(1H)-carboxylic acid tert-butyl ester C(C)(C)(C)OC(=O)N1C[C@@H]2COC3=C(CN2CC1)C=C(C(=C3Cl)C3=C(C=CC=C3O)Cl)OC(F)F